benzyl-ε-caprolactone C(C1=CC=CC=C1)C1C(=O)OCCCC1